NC1=NC2=CC(=CC=C2C=C1Br)C[C@@H]1CC[C@]2([C@@H]1O[C@H](C2O)N2C=C(C1=C2N=CN=C1N)F)O (2r,3as,6s,6ar)-6-((2-amino-3-bromoquinolin-7-yl)methyl)-2-(4-amino-5-fluoro-7H-pyrrolo[2,3-d]pyrimidin-7-yl)hexahydro-2H-cyclopenta[b]furan-3,3a-diol